(S,E)-3-(5-methyl-4-oxo-3-(tritylamino)-2,3,4,5-tetrahydrobenzo[b][1,4]oxazepin-7-yl)acrylamide CN1C2=C(OC[C@@H](C1=O)NC(C1=CC=CC=C1)(C1=CC=CC=C1)C1=CC=CC=C1)C=CC(=C2)/C=C/C(=O)N